C(C)(C)C=1C(=NNC1C=1C=C(C=2N(C1)N=CN2)OC)C=2SC(=C(N2)C)C2CCN(CC2)CCOC 2-(4-isopropyl-5-(8-methoxy-[1,2,4]triazolo[1,5-a]pyridin-6-yl)-1H-pyrazol-3-yl)-5-(1-(2-methoxyethyl)piperidin-4-yl)-4-methylthiazole